1-butyl-3-methylimidazole glycine salt NCC(=O)O.C(CCC)N1CN(C=C1)C